C(C1=CC=CC=C1)OC(=O)N1CCC2(C[C@H]2C=2OC=C(N2)C=2C(=NOC2)C2CC2)CC1 (1R)-1-[4-(3-Cyclopropylisoxazol-4-yl)-1,3-oxazol-2-yl]-6-azaspiro[2.5]octane-6-carboxylic acid benzyl ester